1-Ethyl-3-(2-(((1,1,1,3,3,3-hexafluoropropan-2-yl)oxy)carbonyl)benzoyl)-5-(2-(2-isopropyl-5-methylphenoxy)-2-oxoethyl)-1H-indazole 2-oxide C(C)N1[N+](=C(C2=CC(=CC=C12)CC(=O)OC1=C(C=CC(=C1)C)C(C)C)C(C1=C(C=CC=C1)C(=O)OC(C(F)(F)F)C(F)(F)F)=O)[O-]